4-(trifluoromethoxy)-1H-indole FC(OC1=C2C=CNC2=CC=C1)(F)F